C(C1=CC=CC=C1)OC(=O)[C@H]1N(C[C@@](C1)(F)CN1C=NC=C1)C(CNC(=O)C=1C=CC=2C(C3=CC=CC=C3C2C1)(F)F)=O.ON(C(C1=CC=CC=C1)=O)C1=CC=C(C=C1)C N-hydroxy-N-(p-tolyl)benzamide benzyl-(2S,4S)-4-((1H-imidazol-1-yl)methyl)-1-((9,9-difluoro-9H-fluorene-3-carbonyl)glycyl)-4-fluoropyrrolidine-2-carboxylate